CC1=CC=C(C=C1)S(=O)(=O)NCC(CCC1=CC=CC=C1)=O 4-methyl-N-(2-oxo-4-phenylbutyl)benzenesulfonamide